5-(2,6-difluorophenyl)pyridin-3-amine FC1=C(C(=CC=C1)F)C=1C=C(C=NC1)N